6-(4-chloro-2-fluorophenyl)-N-[(2S)-1-hydroxyprop-2-yl]-3-oxo-2-(pyridin-3-yl)-2,3-dihydropyridazine-4-carboxamide ClC1=CC(=C(C=C1)C=1C=C(C(N(N1)C=1C=NC=CC1)=O)C(=O)N[C@H](CO)C)F